N-((1S,2R)-2-(3,4-difluorophenyl)cyclopropyl)-6-methyl-2-(1H-pyrrol-2-yl)thieno[2,3-d]pyrimidin-4-amine FC=1C=C(C=CC1F)[C@@H]1[C@H](C1)NC=1C2=C(N=C(N1)C=1NC=CC1)SC(=C2)C